tert-Butyl 2-((((9H-fluoren-9-yl)methoxy) carbonyl)(methyl)amino)-3-(3-methoxy-4-(((tetrahydro-2H-pyran-2-yl)oxy) carbamoyl)phenyl)propanoate C1=CC=CC=2C3=CC=CC=C3C(C12)COC(=O)N(C(C(=O)OC(C)(C)C)CC1=CC(=C(C=C1)C(NOC1OCCCC1)=O)OC)C